1,5-dichloro-1,3,5-trisilapentane Cl[SiH2]C[SiH2]C[SiH2]Cl